NC1=CC=C(N=N1)N1C[C@H](N(CC1)C(=O)OC(C)(C)C)C tert-butyl (R)-4-(6-aminopyridazin-3-yl)-2-methylpiperazine-1-carboxylate